(S) or (R)-N'-((1,2,3,5,6,7-hexahydro-s-indacen-4-yl)carbamoyl)-5-(2-hydroxypropan-2-yl)thiazole-2-sulfonimidamide C1CCC2=C(C=3CCCC3C=C12)NC(=O)N=[S@@](=O)(N)C=1SC(=CN1)C(C)(C)O |o1:16|